Cl.C1(=NC=CC2=C1C=CC2N)N 5H-cyclopenta[c]pyridine-1,5-diamine hydrochloride